tert-butyl(2-amino-4-methyl-5-(4-(4-methylpiperazin-1-yl)piperidin-1-yl)phenyl)carbamate C(C)(C)(C)OC(NC1=C(C=C(C(=C1)N1CCC(CC1)N1CCN(CC1)C)C)N)=O